6-bromo-4-chloro-5-(1-fluorocyclopropyl)-1-(tetrahydro-2H-pyran-2-yl)-1H-indazole BrC1=C(C(=C2C=NN(C2=C1)C1OCCCC1)Cl)C1(CC1)F